tert-Butyl 2-(3-(1,3-dioxolan-2-yl)pyridin-2-yl)piperidine-1-carboxylate O1C(OCC1)C=1C(=NC=CC1)C1N(CCCC1)C(=O)OC(C)(C)C